C(CCCCCCCCC\C=C\CCCCCC)O (E)-11-Octadecen-1-ol